3-(carboxy(methoxy)amino)-1H-pyrrole-2-carboxylic acid C(=O)(O)N(C1=C(NC=C1)C(=O)O)OC